FC1=C(C=C(C=C1)CC#N)C1=NC=2C=CNC(C2C(=C1)NC1=NC=C(C=C1)N1CCC(CC1)O)=O 2-[4-fluoro-3-[4-[[5-(4-hydroxy-1-piperidyl)-2-pyridyl]amino]-5-oxo-6H-1,6-naphthyridin-2-yl]phenyl]acetonitrile